5-(2-phenylpyrazolo[1,5-a]pyridin-3-yl)-1h-pyrazolo[3,4-c]pyridazin-3-amine C1(=CC=CC=C1)C1=NN2C(C=CC=C2)=C1C=1C=C2C(=NN1)NN=C2N